titanium (tetrabutoxide) [O-]CCCC.[O-]CCCC.[O-]CCCC.[O-]CCCC.[Ti+4]